FC1=C2C(C(=C(C(C2=C(C=C1)F)=O)C)CC1=NC=C(C=C1)C(F)(F)F)=O 5,8-difluoro-2-methyl-3-((5-(trifluoromethyl)pyridin-2-yl)methyl)naphthalene-1,4-dione